4,5-dichloro-2-[4-(methylamino)piperidin-1-yl]phenol ClC1=CC(=C(C=C1Cl)O)N1CCC(CC1)NC